heptadeca-6,9-dien-3-one CCC(CCC=CCC=CCCCCCCC)=O